morpholino{3-[(5-phenoxy-1H-benzo[d]imidazole-2-yl)amino]-1H-indol-5-yl}methanone O1CCN(CC1)C(=O)C=1C=C2C(=CNC2=CC1)NC1=NC2=C(N1)C=CC(=C2)OC2=CC=CC=C2